5-amino-N-[2-(3-amino-4-methoxypyrrolidin-1-yl)-5,6,7,8-tetrahydroquinolin-6-yl]-2-methylthieno[2,3-d]pyrimidine-6-carboxamide NC1=C(SC=2N=C(N=CC21)C)C(=O)NC2CC=1C=CC(=NC1CC2)N2CC(C(C2)OC)N